FC=1C=C(CC=2C=C(CNC(C(=O)N)C)C=CC2OCC2=CC(=CC=C2)F)C=CC1 2-[3-(3-fluorobenzyl)-4-(3-fluorobenzyloxy)benzylamino]propanamide